(R)-3-methyl-4-(7-(1-methyl-1H-pyrazol-4-yl)-2-(1-tosyl-1H-pyrrolo[2,3-b]Pyridin-4-yl)thieno[3,2-d]Pyrimidin-4-yl)morpholine C[C@H]1N(CCOC1)C=1C2=C(N=C(N1)C1=C3C(=NC=C1)N(C=C3)S(=O)(=O)C3=CC=C(C)C=C3)C(=CS2)C=2C=NN(C2)C